C[C@H]([C@H](C1=CC=CC=C1)O)[NH2+]C The molecule is an organic cation obtained by protonation of the secondary amino function of (1S,2R)-ephedrine; major species at pH 7.3. It is an enantiomer of a (-)-ephedrinium.